2-chloro-4-methyl-3,5,6-trifluorobenzyl (1R)-trans-3-[(E)-(2-methoxycarbonyl-1-propenyl)]-2,2-dimethylcyclopropanecarboxylate COC(=O)/C(=C/[C@H]1C([C@@H]1C(=O)OCC1=C(C(=C(C(=C1F)F)C)F)Cl)(C)C)/C